7-oxo-6-[(2,2,2-trifluoroethoxy)methyl]-4,5,6,7-tetrahydro-1-benzothiophene-3-carboxylic acid O=C1C(CCC=2C(=CSC21)C(=O)O)COCC(F)(F)F